CC=1C(=C(C=CC1)NC1=C(C(=CC=2C3=CC=CC=C3CC12)C1=CC=CC=C1)C1=CC=CC=C1)C1=CC=CC=2OC3=C(C21)C=CC=C3 (methyldibenzofuranylphenyl)(diphenylfluorenyl)amine